C(C1=CC=CC=C1)[N+]1=CC(=CC=C1)C(N)=O 1-benzyl-3-carbamoylpyridin-1-ium